ClC1=CC=C(C=C1)N1C(CCCCC1)C=1C(N(C(C1)=O)C1=CC=CC=C1)=O 3-(1-(4-Chlorophenyl)azepan-2-yl)-1-phenyl-1H-pyrrole-2,5-dione